BrC1=C(C=C2C=NC(=NC2=C1)N(C(OC(C)(C)C)=O)C=1C=NN(C1C)C1CC1)Cl tert-butyl (7-bromo-6-chloroquinazolin-2-yl)(1-cyclopropyl-5-methyl-1H-pyrazol-4-yl)carbamate